methyl 5-((4-(2-(((2-chloro-[1,1'-biphenyl]-4-yl)methyl)amino)ethoxy)butyl)amino)benzo[c][2,6]naphthyridine-8-carboxylate ClC1=C(C=CC(=C1)CNCCOCCCCNC1=NC2=C(C3=CN=CC=C13)C=CC(=C2)C(=O)OC)C2=CC=CC=C2